2-chloro-N-(2-(methoxymethyl)phenyl)acetamide ClCC(=O)NC1=C(C=CC=C1)COC